N(=[N+]=[N-])C1(CN(C2=CC=CC=C12)S(=O)(=O)C1=CC=C(C=C1)C)C 3-azido-3-methyl-1-(4-methylbenzenesulfonyl)indoline